phosphocyclohexan-4-one P(=O)(=O)C1CCC(CC1)=O